1-cyclobutyl-N-((6-((4-(5-methoxypyridin-3-yl)-1H-1,2,3-triazol-1-yl)methyl)-1H-indol-2-yl)methyl)methanamine C1(CCC1)CNCC=1NC2=CC(=CC=C2C1)CN1N=NC(=C1)C=1C=NC=C(C1)OC